CN[Si]1(O[Si](O[Si](O[Si](O1)(C)C)(C)NC)(C)C)C 2,6-bis(methylamino)-2,4,4,6,8,8-hexamethylcyclotetrasiloxane